3-(2-(isopropyl(methyl)amino)ethyl)-1H-indol-4-ol C(C)(C)N(CCC1=CNC=2C=CC=C(C12)O)C